COC1=NC=C(C=C1C(=O)OC)C(=O)OC(C)(C)C 5-(tert-butyl) 3-methyl 2-methoxypyridine-3,5-dicarboxylate